IMIDAZOLOPYRIDAZIN N1N=CC=C2C1=NC=N2